(R)-N-(3-((3-(Dimethylamino)pyrrolidin-1-yl)methyl)-5-(trifluoromethyl)phenyl)-6-(5-methylimidazo[1,2-a]pyridin-3-carbonyl)-4,5,6,7-tetrahydrothieno[2,3-c]pyridin-3-carboxamid CN([C@H]1CN(CC1)CC=1C=C(C=C(C1)C(F)(F)F)NC(=O)C1=CSC=2CN(CCC21)C(=O)C2=CN=C1N2C(=CC=C1)C)C